(S)-N-(7-amino-1-(2,6-difluorophenoxy)-2-oxohept-3-yl)-3-fluorobenzamide NCCCC[C@@H](C(COC1=C(C=CC=C1F)F)=O)NC(C1=CC(=CC=C1)F)=O